3-(4-methyl-thienyloxy)propyltrimethylammonium bromide [Br-].CC=1C=C(SC1)OCCC[N+](C)(C)C